C1(CC1)C1=NC2=CC=CC=C2C(=C1/C=C/[C@H](C[C@H](CC(=O)O)O)O)C1=CC=C(C=C1)F (3R,5S,6E)-7-(2-cyclopropyl-4-(4-fluorophenyl)quinolin-3-yl)-3,5-dihydroxyhept-6-enoic acid